CC1=NC(=NO1)[C@H](\C=C/C(=O)O)C (S,Z)-4-(5-methyl-1,2,4-oxadiazol-3-yl)pent-2-enoic acid